propanediamine CCC(N)N